(S)-2-oxo-1-(4-(trifluoromethyl)benzyl)pyrrolidin-3-yl methanesulfonate CS(=O)(=O)O[C@@H]1C(N(CC1)CC1=CC=C(C=C1)C(F)(F)F)=O